N[C@H](CO)C (S)-2-amino-1-propanol